N-(2-(2-((4-(4-methylpiperazin-1-yl)phenyl)amino)quinazolin-8-yl)pyridin-4-yl)methacrylamide CN1CCN(CC1)C1=CC=C(C=C1)NC1=NC2=C(C=CC=C2C=N1)C1=NC=CC(=C1)NC(C(=C)C)=O